ClCCS(=O)(=O)Cl 2-chloroethane-1-sulfonyl chloride